Cl.N12CCC(CC1)(CC2)OC(=O)C2=CC1=C(N=C(O1)C1=CC(=CC(=C1)Cl)Cl)C=C2 2-(3,5-dichlorophenyl)benzo[d]oxazole-6-carboxylic acid quinuclidin-4-yl ester hydrochloride